Cl.C(C)N1CC(C1)OC1=C(C(=CC(=C1F)F)F)F 1-ethyl-3-(2,3,5,6-tetrafluorophenoxy)azetidine hydrochloride